1-(4-(2-(((3R,4S)-1-(Cyclopropylsulfonyl)-3-fluoropiperidin-4-yl)amino)-5-(trifluoromethyl)pyrimidin-4-yl)-1H-pyrazol-1-yl)-2-methylpropan-2-ol C1(CC1)S(=O)(=O)N1C[C@H]([C@H](CC1)NC1=NC=C(C(=N1)C=1C=NN(C1)CC(C)(O)C)C(F)(F)F)F